p-methylsulfonylphenyl-serine copper salt [Cu+2].CS(=O)(=O)C1=CC=C(C=C1)N[C@@H](CO)C(=O)[O-].CS(=O)(=O)C1=CC=C(C=C1)N[C@@H](CO)C(=O)[O-]